FC1=CC=C(C=C1)C=1N=C(NC1)[C@H](CCCCCC(C=1SC=CN1)=O)NC(=O)C1CCN(CC1)C (S)-N-(1-(4-(4-fluorophenyl)-1H-imidazol-2-yl)-7-oxo-7-(thiazol-2-yl)heptyl)-1-methylpiperidine-4-carboxamide